(3-glycidyloxypropyl)-triethoxysilane C(C1CO1)OCCC[Si](OCC)(OCC)OCC